tert-butyl 8-{2-[4-(4-chlorophenyl)-5-(pyridin-4-yl)-1H-imidazol-1-yl]acetyl}-5-oxa-2,8-diazaspiro[3.5]nonane-2-carboxylate ClC1=CC=C(C=C1)C=1N=CN(C1C1=CC=NC=C1)CC(=O)N1CCOC2(CN(C2)C(=O)OC(C)(C)C)C1